terpyridyl C1=CC(=CN=C1)C2=C(N=CC=C2)C3=CN=CC=C3